N-(2-Cyclopentyl-4-(1-ethylpiperidin-4-yl)phenyl)-5-methylisoxazole-3-carboxamide C1(CCCC1)C1=C(C=CC(=C1)C1CCN(CC1)CC)NC(=O)C1=NOC(=C1)C